4-chloro-2-((1S,4R)-4-((4-fluorophenyl)(((R)-1-methylpyrrolidin-3-yl)methyl)amino)cyclohexyl)-5-((((S)-tetrahydro-2H-pyran-3-yl)methyl)amino)pyridazin-3(2H)-one ClC=1C(N(N=CC1NC[C@H]1COCCC1)C1CCC(CC1)N(C[C@H]1CN(CC1)C)C1=CC=C(C=C1)F)=O